Cl.BrC1=CC=C(C=C1)C1=CC=C(N1C1=C(C=CC=C1)C(F)(F)F)C=1C=C(C(=O)NCC2CCN(CC2)C)C=CC1 3-[5-(4-bromophenyl)-1-[2-(trifluoromethyl)phenyl]pyrrol-2-yl]-N-[(1-methyl-4-piperidyl)methyl]benzamide hydrochloride